FC(C)(F)C1=NC(=CC(=N1)NC1=CC(=NC=C1C1=NN2C(COCC2)=N1)NC(C)=O)C N-(4-((2-(1,1-difluoroethyl)-6-methylpyrimidin-4-yl)amino)-5-(5,6-dihydro-8H-[1,2,4]triazolo[5,1-c][1,4]oxazin-2-yl)pyridin-2-yl)acetamide